COC(C[C@@]1(CN(C2=CC=CC=C2C1)C)CCCC(=O)OC)=O methyl (R)-4-(3-(2-methoxy-2-oxoethyl)-1-methyl-1,2,3,4-tetrahydroquinolin-3-yl)butanoate